(E)-N-(5-Chloro-2-(4-hydroxy-3-isopropylbenzoyl)isoindolin-4-yl)-4-(dimethylamino)but-2-enamide ClC=1C(=C2CN(CC2=CC1)C(C1=CC(=C(C=C1)O)C(C)C)=O)NC(\C=C\CN(C)C)=O